NC[C@@H]1[C@H]([C@H]([C@@H](O1)N1C2=NC=NC(=C2N=C1)NC(C1=CC=CC=C1)=O)OC)O N-(9-((2R,3R,4R,5R)-5-(aminomethyl)-4-hydroxy-3-methoxytetrahydrofuran-2-yl)-9H-purin-6-yl)benzamide